NN[C@@H](CO)C(=O)O aminoserine